2-(2,6-dioxopiperidin-3-yl)-5-(3-((3-(5-(3-((5-(5-methyl-5H-pyrido[4,3-b]indol-7-yl)pyridin-2-yl)oxy)propoxy)pyridin-2-yl)prop-2-yn-1-yl)oxy)azetidin-1-yl)isoindoline-1,3-dione O=C1NC(CCC1N1C(C2=CC=C(C=C2C1=O)N1CC(C1)OCC#CC1=NC=C(C=C1)OCCCOC1=NC=C(C=C1)C=1C=CC=2C3=C(N(C2C1)C)C=CN=C3)=O)=O